COC(CC=CC)CC=CC 2-methoxy-1,3-dipropenyl-propane